5-(3-fluoroimidazo[1,2-a]pyridin-6-yl)-N-((1-methylcyclopropyl)methyl)-7H-pyrrolo[2,3-d]pyrimidin-2-amine FC1=CN=C2N1C=C(C=C2)C2=CNC=1N=C(N=CC12)NCC1(CC1)C